C(C)(C)(C)OC(=O)N1CCC(CC1)C(C1=C(C=CC=C1)C1=CC=C(C=C1)C(F)(F)F)O 4-(hydroxy-(4'-(trifluoromethyl)-[1,1'-biphenyl]-2-yl)methyl)piperidine-1-carboxylic acid tert-butyl ester